P(=O)(OCCCCCOC(C=C)=O)([O-])[O-] acryloxypentyl phosphate